N(=NC(C#N)(CC(C)(OC)C)C)C(C#N)(CC(C)(C)OC)C 2,2'-Azobis(4-methoxy-2,4-dimethyl-valeronitrile)